tert-butyl (2-(3,3-difluoroazetidine-1-yl)quinazolin-5-yl)carbamate FC1(CN(C1)C1=NC2=CC=CC(=C2C=N1)NC(OC(C)(C)C)=O)F